dicobalt edetate C(N(CC(=O)[O-])CC(=O)[O-])CN(CC(=O)[O-])CC(=O)[O-].[Co+2].[Co+2]